4-(5-cyclopropyl-1,2,4-oxadiazol-3-yl)-4-ethyl-N-{2-fluoro-6-[4-(propan-2-yl)piperazine-1-yl]phenyl}piperidine-1-carboxamide C1(CC1)C1=NC(=NO1)C1(CCN(CC1)C(=O)NC1=C(C=CC=C1N1CCN(CC1)C(C)C)F)CC